FC(C(=O)O)(F)F.NCCCNC1=NC=CC(=C1)N N2-(3-Aminopropyl)pyridine-2,4-diamine 2,2,2-trifluoroacetate